Cl.NC1=NC(=CC(=N1)C1=CC[C@]2(C[C@@H](NC2)C(=O)O)CC1)O[C@@H](C(F)(F)F)C1=C(C=C(C=C1)Cl)N1N=C(C=C1)C (3R,5S)-8-(2-amino-6-((R)-1-(4-chloro-2-(3-methyl-1H-pyrazole-1-yl)phenyl)-2,2,2-trifluoroethoxy)pyrimidine-4-yl)-2-azaspiro[4.5]dec-7-ene-3-carboxylic acid hydrochloride